OC1CCN(CC1)C=1OC2=C(N1)C=C(C=C2)NC(=O)C2=CC1=C(OCCO1)C=C2 2,3-dihydro-benzo[1,4]dioxine-6-carboxylic acid [2-(4-hydroxy-piperidin-1-yl)-benzooxazol-5-yl]-amide